C(O[C@H]1C[C@H](CC1)C1=CC(=NN1)NC1=NC=C(N=C1)C(C)=O)(OC1=CC=C(C=C1)[N+](=O)[O-])=O (1R,3S)-3-(3-((5-acetylpyrazin-2-yl)amino)-1H-pyrazol-5-yl)cyclopentyl (4-nitrophenyl) carbonate